3-(2-((1R,5S)-3-oxa-7,9-diazabicyclo[3.3.1]nonan-9-yl)-1,1-difluoro-2-oxoethyl)-4-fluoro-N-(4-fluoro-3-methylphenyl)benzamide [C@H]12COC[C@H](CNC1)N2C(C(F)(F)C=2C=C(C(=O)NC1=CC(=C(C=C1)F)C)C=CC2F)=O